FC1(CC(C1)C=1C(=NN(N1)C)C(=O)O)F 3,3-difluorocyclobutyl-(methyl)-2H-1,2,3-triazole-4-carboxylic acid